ClC=1C(=NC=C(C1)Cl)OC1CCC2(C(NC3=CC=C(C=C23)C(=O)[O-])=O)CC1 cis-4-[(3,5-dichloro-2-pyridyl)oxy]-2'-oxo-spiro[cyclohexane-1,3'-indoline]-5'-carboxylate